(1S,2S)-N-(8-amino-6-(4-methyl-2-(1-methyl-1H-pyrazol-5-yl)pyridin-3-yl)isoquinolin-3-yl)-2-(1-methyl-1H-pyrazol-4-yl)cyclopropane-1-carboxamide NC=1C=C(C=C2C=C(N=CC12)NC(=O)[C@@H]1[C@H](C1)C=1C=NN(C1)C)C=1C(=NC=CC1C)C1=CC=NN1C